tert-butyl (S)-2-(1-amino-5-(ethoxycarbonyl)-4-(4-((5-chloropyridin-2-yl)carbamoyl)phenyl)-1H-imidazol-2-yl)piperidine-1-carboxylate NN1C(=NC(=C1C(=O)OCC)C1=CC=C(C=C1)C(NC1=NC=C(C=C1)Cl)=O)[C@H]1N(CCCC1)C(=O)OC(C)(C)C